5-chloro-3-(difluoromethyl)-1-methyl-1H-pyrazole-4-carboxylic acid ClC1=C(C(=NN1C)C(F)F)C(=O)O